2,4-Dichloroquinoline-5-carbonitrile ClC1=NC=2C=CC=C(C2C(=C1)Cl)C#N